N=1N=CN2C=NC(=CC21)OC2=C(C=C(C=C2)NC2=NC=NC1=CC=C(C=C21)C2=CCN(CC2)NC(=O)OC(C)(C)C)C tert-butyl 4-(4-((4-([1,2,4]triazolo[4,3-c]pyrimidin-7-yloxy)-3-methylphenyl) amino) quinazolin-6-yl)-5,6-dihydropyridine-1(2H)-carbamate